tert-butyl (E)-3-((3-butyl-2-methyl-7-(methylthio)-1,1-dioxido-5-phenyl-2,3,4,5-tetrahydro-1,2,5-benzothiadiazepin-8-yl)oxy)acrylate C(CCC)C1N(S(C2=C(N(C1)C1=CC=CC=C1)C=C(C(=C2)O/C=C/C(=O)OC(C)(C)C)SC)(=O)=O)C